6-(dimethylamino)pyridine-2-carbonitrile CN(C1=CC=CC(=N1)C#N)C